tert-butyl (R or S)-2-(4-(4-chlorobenzyl)-2-(2-isopropylphenyl)piperazin-1-yl)-7-azaspiro[3.5]nonane-7-carboxylate ClC1=CC=C(CN2C[C@H](N(CC2)C2CC3(C2)CCN(CC3)C(=O)OC(C)(C)C)C3=C(C=CC=C3)C(C)C)C=C1 |o1:8|